N-(2-cyano-2'-fluoro-3'-methoxybiphenyl-3-yl)-5-{[(2-hydroxyethyl)amino]methyl}-1-methyl-1H-pyrazole-3-carboxamide C(#N)C1=C(C=CC=C1NC(=O)C1=NN(C(=C1)CNCCO)C)C1=C(C(=CC=C1)OC)F